(6-chloro-5-fluoro-3-pyridyl)hydrazine ClC1=C(C=C(C=N1)NN)F